N1(N=CC=C1)C1CCNCC1 4-(1H-pyrazol-1-yl)piperidine